C1(CCCCC1)NC=1C2=C(N=CC1C#CCC1=CC=CC=C1)NC=C2 N-cyclohexyl-5-(3-phenylpropan-1-yn-1-yl)-1H-pyrrolo[2,3-b]Pyridin-4-amine